2-([2,2'-bipyrimidin]-4-yl)-6-chloro-3-ethyl-5-methoxyisoindolin-1-one N1=C(N=C(C=C1)N1C(C2=CC(=C(C=C2C1CC)OC)Cl)=O)C1=NC=CC=N1